NC1CC(C1)C(=O)NC 3-amino-N-methylcyclobutane-1-carboxamide